heptadecan-9-yl 8-[(2-hydroxyethyl)amino]octanoate OCCNCCCCCCCC(=O)OC(CCCCCCCC)CCCCCCCC